FC(CN1C(N(CC1)C1=CC(=C(C=O)C=C1)OC(F)F)=O)F 4-[3-(2,2-difluoroethyl)-2-oxoimidazolidin-1-yl]-2-(difluoromethoxy)benzaldehyde